3-(3-tert-butyl-4-hydroxy-5-methylphenyl)propanoate C(C)(C)(C)C=1C=C(C=C(C1O)C)CCC(=O)[O-]